BrC1=CC=C2C=C(NC2=C1)C=O 6-bromo-1H-indole-2-formaldehyde